N2-[5-(1,2,3,3a,6,6a-hexahydrocyclopenta[c]pyrrol-5-yl)-2,3-dihydro-1,4-benzodioxin-7-yl]-N4,6-dimethyl-pyrimidine-2,4-diamine C1NCC2C1CC(=C2)C2=CC(=CC=1OCCOC12)NC1=NC(=CC(=N1)NC)C